C1(CC1)C=1N=C2N(C=C(C(=C2)OC)C=2C=C(C=CC2F)C=2C3=C(N=NC2)N(C=N3)CC)C1 4-(3-(2-Cyclopropyl-7-methoxyimidazo[1,2-a]pyridin-6-yl)-4-fluorophenyl)-7-ethyl-7H-imidazo[4,5-c]pyridazine